N-[2-[(3-aminocyclobutyl)amino]-2-oxo-ethyl]-2-chloro-4-[[3-[1-(cyanomethyl)-3-(trifluoromethyl)pyrazol-4-yl]imidazo[1,2-a]pyrazin-8-yl]amino]benzamide NC1CC(C1)NC(CNC(C1=C(C=C(C=C1)NC=1C=2N(C=CN1)C(=CN2)C=2C(=NN(C2)CC#N)C(F)(F)F)Cl)=O)=O